C(C1=CC=CC=C1)C1=C(C2=C(N(C(N(C2=O)C2=CC=C(C=C2)OC(F)(F)F)=O)C2=CC=C(C=C2)OC(F)(F)F)NC1=O)O 6-benzyl-5-hydroxy-1,3-bis[4-(trifluoromethoxy)phenyl]pyrido[2,3-d]pyrimidine-2,4,7(1h,3h,8h)-trione